tert-butyl N-(cyclopropylmethyl)-N-[(3R)-pyrrolidin-3-yl]carbamate C1(CC1)CN(C(OC(C)(C)C)=O)[C@H]1CNCC1